BrC=1C=CC(=NC1)OCC1=NN(C=C1)C 5-bromo-2-((1-methyl-1H-pyrazol-3-yl)methoxy)pyridine